POTASSIUM N-METHYLDITHIOCARBAMATE CNC([S-])=S.[K+]